FC1(CC(CCC1)CC(=O)O)F 2-(3,3-difluorocyclohexyl)acetic acid